1-[4-chloro-2,6-diisopropyl-phenyl]-3-[2-fluoro-5-(2-methyl-(1,3)dioxolan-2-yl)-benzenesulfonyl]-urea ClC1=CC(=C(C(=C1)C(C)C)NC(=O)NS(=O)(=O)C1=C(C=CC(=C1)C1(OCCO1)C)F)C(C)C